Tert-Butyl 2-(diethoxyphosphoryl)-3-fluoro-7,8-dihydro-1,6-naphthyridin-6(5H)-carboxylate C(C)OP(=O)(OCC)C1=NC=2CCN(CC2C=C1F)C(=O)OC(C)(C)C